N-((1S,4R)-4-((S)-2-hydroxy-3-methylbutoxy)cyclohexyl)-2-(1H-imidazol-1-yl)-5H-pyrrolo[3,2-d]pyrimidine-4-carboxamide O[C@H](COC1CCC(CC1)NC(=O)C=1C2=C(N=C(N1)N1C=NC=C1)C=CN2)C(C)C